CC=1C(C=C(N2CCC3=C(C12)C=CC(=C3)OCC(F)(F)F)NCC3OCCCC3)=O 1-methyl-4-(tetrahydropyran-2-ylmethylamino)-9-(2,2,2-trifluoroethoxy)-6,7-dihydrobenzo[a]quinolizin-2-one